C1(=CC=CC2=CC=CC=C12)C1=CC=C(C=C1)N(C1=CC=C(C=C1)C1=CC(=C(C=C1)C1=CC=CC=C1)C1=CC=CC=C1)C1=CC=C(C=C1)C1=CC=CC2=CC=CC=C12 bis{4-(naphthalene-1-yl)-phenyl}-(2'-phenyl-[1,1':4',1'']terphenyl-4''-yl)-amine